ClC=1C(=NC=CC1)N 3-chloroPyridin-2-amine